CN1N=C(C2=CC=CC(=C12)C=1C=NN(C1)C1CC2C(CNC2)C1)N1C(NC(CC1)=O)=O 1-(1-methyl-7-(1-(octahydrocyclopenta[c]pyrrol-5-yl)-1H-pyrazol-4-yl)-1H-indazole-3-yl)dihydropyrimidine-2,4(1H,3H)-dione